1-Ethyl-1H-Pyrrole C(C)N1C=CC=C1